ClC1=CC=C(COC2=C(C=CC(=C2)NS(=O)(=O)CC)C2=NNC(=C2C(=O)N)NC2=NC=CN=C2)C=C1 3-(2-((4-chlorobenzyl)oxy)-4-(ethylsulfonamido)phenyl)-5-(pyrazin-2-ylamino)-1H-pyrazole-4-carboxamide